FC(C(=O)O)(F)F.ClC1=C(C=CC=C1C1=CC(=CC=C1)Cl)[C@@]1(CC(N(C(N1)=N)[C@H]1C[C@@H](C(CC1)(F)F)O)=O)C |o1:28,30| (6S)-6-[2-Chloro-3-(3-chloro-phenyl)phenyl]-3-[(1R*,3S*)-4,4-difluoro-3-hydroxycyclohexyl]-2-imino-6-methylhexahydro-pyrimidin-4-one trifluoroacetic acid salt